N1=CC=C2N1CC1(CN2C2=NC(=NC=C2F)NC2=CC=C(C=C2)S(=O)(=O)N)CC1 4-[(4-{5',7'-dihydrospiro[cyclopropane-1,6'-pyrazolo[1,5-a]pyrimidin]-4'-yl}-5-fluoropyrimidin-2-yl)amino]benzenesulfonamide